(7S)-4,7,8-trimethyl-2-(((1-((1-methyl-3-(trifluoromethyl)-1H-pyrazol-5-yl)methyl)-1H-pyrazol-4-yl)methyl)amino)-7,8-dihydropteridin-6(5H)-one CC1=NC(=NC=2N([C@H](C(NC12)=O)C)C)NCC=1C=NN(C1)CC1=CC(=NN1C)C(F)(F)F